COC1=CC=C(COC(CC(C(=O)O)=C)=O)C=C1 4-((4-Methoxybenzyl)oxy)-2-methylene-4-oxobutanoic acid